ClC(CC=COC(O)=O)Cl.O=C1NC(CCC1N1C(C2=CC=C(C=C2C1=O)N(C)[C@H]1[C@@H](C2=CC=CC=C2C1)NCC)=O)=O 2-(2,6-Dioxopiperidin-3-yl)-5-(((1R,2R)-1-(ethylamino)-2,3-dihydro-1H-inden-2-yl)(methyl)amino)isoindolin-1,3-dion 2,2-dichloroethylvinyl-carbonate